C(#N)C=1C=C(C=CC1)C=1N=C(SC1C1=CC(=NC(=C1)C)C)NC(=O)N1CCN(CC1)C1CCOCC1 N-[4-(3-Cyanophenyl)-5-(2,6-dimethyl-4-pyridyl)thiazol-2-yl]-4-tetrahydropyran-4-yl-piperazin-1-carboxamid